di(2,2,6,6-tetramethyl-4-piperidyl)sebacate CC1(NC(CC(C1)OC(CCCCCCCCC(=O)OC1CC(NC(C1)(C)C)(C)C)=O)(C)C)C